6-(1-(3-(1H-pyrazol-1-yl)propanoyl)-1,2,5,6-tetrahydropyridin-3-yl)-7-fluoro-4-(2-methoxy-4-(piperazin-1-yl)phenyl)-N,N-dimethyl-1H-indole-2-carboxamide N1(N=CC=C1)CCC(=O)N1CC(=CCC1)C1=CC(=C2C=C(NC2=C1F)C(=O)N(C)C)C1=C(C=C(C=C1)N1CCNCC1)OC